4-[Methyl-(3-morpholin-4-yl-phenyl)-amino]-phenoxyl-pyrido[3,4-d]pyrimidin-4-ol CN(C1=CC=C(OC=2N=C(C3=C(N2)C=NC=C3)O)C=C1)C1=CC(=CC=C1)N1CCOCC1